C(C)N1N=C(C(=C1)O)CC 1,3-diethyl-4-hydroxy-pyrazol